5-(3-chloro-2-methoxy-phenyl)-3-(2-methoxy-ethyl)-1-{2-oxo-2-[4-(2-oxo-1,2,4,5-tetrahydro-benzo[d][1,3]diazepin-3-yl)-piperidin-1-yl]-ethyl}-1H-pyrimidine-2,4-dione ClC=1C(=C(C=CC1)C=1C(N(C(N(C1)CC(N1CCC(CC1)N1C(NC2=C(CC1)C=CC=C2)=O)=O)=O)CCOC)=O)OC